C1(=CC=CC=C1)NC(=O)NC1=CN=NS1 1-phenyl-3-(1,2,3-thiadiazole-5-yl)urea